O=C1NCCC2=C1NC=C2C2=C(C=CC=C2)NC(C2=CC=C(C=C2)OCCN2CCCCC2)=O N-(2-(7-oxo-4,5,6,7-tetrahydro-1H-pyrrolo[2,3-c]pyridin-3-yl)phenyl)-4-(2-(piperidin-1-yl)ethoxy)benzamide